(6Ar,10aR)-6,6,9-trimethyl-3-(2-methylhexan-2-yl)-6a,7,10,10a-tetrahydrobenzo[c]chromen-1-ol CC1(OC=2C=C(C=C(C2[C@H]2[C@H]1CC=C(C2)C)O)C(C)(CCCC)C)C